O=C1C2(CC2CCN1)NC(OC(C)(C)C)=O tert-butyl (2-oxo-3-azabicyclo[4.1.0]heptan-1-yl)carbamate